(2R,3R,4S,5S,6R)-2-(2-(diethoxyphosphoryl)ethyl)-6-(4-(3-(hex-5-yn-1-yl)ureido)-3-hydroxyphenoxy)tetrahydro-2H-pyran-3,4,5-triyl triacetate C(C)(=O)O[C@@H]1[C@H](O[C@@H]([C@H]([C@H]1OC(C)=O)OC(C)=O)OC1=CC(=C(C=C1)NC(=O)NCCCCC#C)O)CCP(=O)(OCC)OCC